(1R,5S,6s)-tert-butyl 6-((4-((3-chloro-4-((3-fluorobenzyl)oxy)phenyl)amino)-6-nitroquinazolin-7-yl)ethynyl)-3-azabicyclo[3.1.0]hexane-3-carboxylate ClC=1C=C(C=CC1OCC1=CC(=CC=C1)F)NC1=NC=NC2=CC(=C(C=C12)[N+](=O)[O-])C#CC1[C@@H]2CN(C[C@H]12)C(=O)OC(C)(C)C